(1-methylcyclopentyl)methanamine hydrochloride Cl.CC1(CCCC1)CN